C(C=C)[C@@]1(C(N([C@@H]([C@H](C1)C1=CC(=CC=C1)Cl)C1=CC=C(C=C1)Cl)[C@H](CS(=O)(=O)C1CC1)CC)=O)C (3S,5R,6S)-3-Allyl-5-(3-chlorophenyl)-6-(4-chlorophenyl)-1-((S)-1-(cyclopropylsulfonyl)butan-2-yl)-3-methylpiperidin-2-one